ClC1=NC(=NC(=N1)C1=CC=CC=2C(C3=CC=CC=C3C12)(C1=CC=CC=C1)C1=CC=CC=C1)C1=CC=CC=C1 2-chloro-4-(9,9-diphenyl-9H-fluoren-4-yl)-6-phenyl-1,3,5-triazine